FC1=C(C=CC=C1CN1CCCCC1)B(O)O 2-FLUORO-3-(PIPERIDIN-1-YLMETHYL)PHENYLBORONIC ACID